bis[3-((2-hydroxybutyl) thio)-2-hydroxypropyl] sulfide OC(CSCC(CSCC(CSCC(CC)O)O)O)CC